Ethyl (S)-2,5-dioxotetrahydro-1H-pyrrolizine-7a(5H)-carboxylate O=C1C[C@@]2(CCC(N2C1)=O)C(=O)OCC